N-((1-(4-methoxyphenyl)-1H-tetrazol-5-yl)methyl)-N-methylcyclohexanamine COC1=CC=C(C=C1)N1N=NN=C1CN(C1CCCCC1)C